1-Cycloheptene-1-carboxaldehyde oxime C1(=CCCCCC1)C=NO